NC1=CC(=C(C(=O)NCCC[C@@H](C(=O)OC)NC(C2=CC=C(C=C2)CCC=2N=C3C(=NC(=NC3=NC2)N)N)=O)C=C1)C1=NN=NN1 Methyl (S)-5-(4-amino-2-(1H-tetrazol-5-yl)benzamido)-2-(4-(2-(2,4-diaminopteridin-6-yl) ethyl)benzamido)pentanoate